ClC1=CC=C(C=C1)C1=CN=C(O1)NC=1N=CC(=NC1)C(N)=NO 5-((5-(4-chlorophenyl)oxazol-2-yl)amino)-N'-hydroxypyrazine-2-carboximidamide